1,3,4,6-tetra-O-acetyl-2-amino-2-deoxy-β-D-glucose hydrochloride Cl.C(C)(=O)O[C@H]1[C@@H]([C@@H](OC(C)=O)[C@H](OC(C)=O)[C@H](O1)COC(C)=O)N